FC1=CC=C(CN(C(=O)NCC2=CC=C(C=C2)OCC(C)C)CCN2CCCC2)C=C1 1-(4-Fluoro-benzyl)-3-(4-isobutoxy-benzyl)-1-(2-(pyrrolidin-1-yl)-ethyl)-urea